C(CC=C)[Si](OCC)(OCC)C 3-butenylmethyldiethoxysilane